(1R,4R,5S)-2-benzyl-4-(4-fluorophenoxy)-2-azabicyclo[3.2.1]octane C(C1=CC=CC=C1)N1[C@@H]2CC[C@H]([C@H](C1)OC1=CC=C(C=C1)F)C2